COC1=NC=C(C2=CC=CC=C12)CNCCC N-((1-methoxyisoquinolin-4-yl)methyl)propan-1-amine